C(C=C)(=O)N1CC2(C1)CN(CC2)C2=NC(=NC(=C2C#N)C=2C(=CC=C1C=NN(C21)C)C)OC[C@H]2N(CCC2)C 4-(2-acryloyl-2,6-diazaspiro[3.4]octan-6-yl)-6-(1,6-dimethyl-1H-indazol-7-yl)-2-(((S)-1-methylpyrrolidin-2-yl)methoxy)pyrimidine-5-carbonitrile